1-(2-(6-(difluoromethyl)imidazo[1,2-a]pyrazin-3-yl)pyrimidin-4-yl)-2-methylpiperidine-3-carboxylic acid FC(C=1N=CC=2N(C1)C(=CN2)C2=NC=CC(=N2)N2C(C(CCC2)C(=O)O)C)F